NC1=NC(=CC(=N1)N1[C@@H](COCCC1)C1=C(C=CC=C1)CO)C |r| (±)-(2-(4-(2-Amino-6-methylpyrimidin-4-yl)-1,4-oxazepan-3-yl)phenyl)methanol